1-(7-(8-ethynyl-7-fluoronaphthalen-1-yl)-8-fluoro-2-((hexahydro-1H-pyrrolizin-7a-yl)Methoxy)pyrido[4,3-d]Pyrimidin-4-yl)-3-methylpiperidin-3-ol C(#C)C=1C(=CC=C2C=CC=C(C12)C1=C(C=2N=C(N=C(C2C=N1)N1CC(CCC1)(O)C)OCC12CCCN2CCC1)F)F